FC=1C=C2CC(N(C2=CC1S(=O)(=O)N)C(=O)[C@@H]1CC2=CC=C(C=C2C1)C1=NC=CC=C1)C 5-fluoro-2-methyl-1-((R)-5-(pyridin-2-yl)-2,3-dihydro-1H-indene-2-carbonyl)indoline-6-sulfonamide